ON(C(C)=O)C1(C(=NN(C1=O)C1=CC=CC=C1)C)C1=CC=CC=C1 N-hydroxy-N-(3-methyl-5-oxo-1,4-diphenyl-4,5-dihydro-1H-pyrazol-4-yl)acetamide